C(C=CC=CCCCC)=O NONADIEN-1-AL